OCCCC1N(C(CC1)=O)[C@H](C(=O)N1[C@@H](C[C@H](C1)OC1OCCCC1)C(=O)OC)C(C)(C)C methyl (2S,4R)-1-[(2S)-2-[2-(3-hydroxypropyl)-5-oxo-pyrrolidin-1-yl]-3,3-dimethyl-butanoyl]-4-tetrahydropyran-2-yloxy-pyrrolidine-2-carboxylate